FC(C=1C=C(/C=C/C2=CC3=C(B(OC3)O)C=C2)C=C(C1)C(F)(F)F)(F)F (E)-5-(3,5-bis(trifluoromethyl)styryl)benzo[c][1,2]oxaborol-1(3H)-ol